(fluoromethoxy)pyridazine FCOC=1N=NC=CC1